C[Si](C1=CC=C(C=C1)C1CCN(CC1)C(=O)C1CC2(C1)NC(OC2)=O)(C)C (2s,4s)-2-(4-(4-(trimethylsilyl)phenyl)piperidine-1-carbonyl)-7-oxa-5-azaspiro[3.4]octan-6-one